C(C1=CC=CC=C1)N1C2=NC=NC(=C2N=C1)SC1=CC=CC=C1 9-Benzyl-6-phenylsulfanylpurine